C(#CC#CC1=CC=C(C=C1)[C@H](C)N)C1=CC=C(C=C1)[C@H](C)N (1S,1'S)-1,1'-(but-1,3-diyne-1,4-diylbis(4,1-phenylene))bis(ethan-1-amine)